pyrrolOne C1=CC(=O)N=C1